4-(3-fluoro-4-(4,4,5,5-tetramethyl-1,3,2-dioxaborolan-2-yl)phenyl)-1-methylpiperidine FC=1C=C(C=CC1B1OC(C(O1)(C)C)(C)C)C1CCN(CC1)C